5-bromo-3-(pyridin-3-yl)-3,4-dihydroquinazolin-4-one BrC1=C2C(N(C=NC2=CC=C1)C=1C=NC=CC1)=O